N-(6-amino-5-ethylpyridin-3-yl)-2-((2R,5S)-2-(2-(1-ethylpiperidin-4-yl)benzo[d]thiazol-5-yl)-5-methylpiperidin-1-yl)-2-oxoacetamide NC1=C(C=C(C=N1)NC(C(=O)N1[C@H](CC[C@@H](C1)C)C=1C=CC2=C(N=C(S2)C2CCN(CC2)CC)C1)=O)CC